5-methoxy-3-[(1S,3R)-3-[[4-(oxetan-3-yloxy)-5-(trifluoromethyl)pyrimidin-2-yl]amino]cyclohexyl]-[1,2,4]triazolo[4,3-a]pyridine-7-carboxamide COC1=CC(=CC=2N1C(=NN2)[C@@H]2C[C@@H](CCC2)NC2=NC=C(C(=N2)OC2COC2)C(F)(F)F)C(=O)N